1-(4-cyano-2-methoxyphenyl)pyrazole-4-carboxylic acid C(#N)C1=CC(=C(C=C1)N1N=CC(=C1)C(=O)O)OC